NC1=NC2=CC(=CC(=C2C=C1Cl)F)CCC=1[C@H]([C@H]([C@@H](C1)N1C=CC2=C1N=CN=C2)O)O (1S,2R,5R)-3-(2-(2-amino-3-chloro-5-fluoroquinolin-7-yl)ethyl)-5-(7H-pyrrolo[2,3-d]pyrimidin-7-yl)cyclopent-3-ene-1,2-diol